C(CC)C(C(=O)O)N(C)C propyl-dimethylcarboxymethylammonia